dipropyl peroxodicarbonate C(=O)(OCCC)OOC(=O)OCCC